7-chloro-N-[5-(2,2-difluoroethyl)-4-methoxy-pyrimidin-2-yl]-6-fluoro-1H-indole ClC=1C(=CC=C2C=CN(C12)C1=NC=C(C(=N1)OC)CC(F)F)F